C12C(C3CC(CC(C1)C3)C2)C(=O)N 2-adamantancarboxamide